I(=O)(=O)[O-].[Ca+2].I(=O)(=O)[O-] Calcium iodate